ethyl 5-chloro-1-(2,6-difluorobenzyl)-4-(2-((1-(difluoromethyl)cyclopropyl)amino)ethyl)-1H-pyrazole-3-carboxylate ClC1=C(C(=NN1CC1=C(C=CC=C1F)F)C(=O)OCC)CCNC1(CC1)C(F)F